(9H-fluoren-9-ylmethyl) (2S)-2-[2-[2-methyl-6-[(5-phenylthiazol-2-yl)amino]pyrimidin-4-yl]oxyethylcarbamoyl]piperazine-1,4-dicarboxylate CC1=NC(=CC(=N1)OCCNC(=O)[C@H]1N(CCN(C1)C(=O)[O-])C(=O)OCC1C2=CC=CC=C2C=2C=CC=CC12)NC=1SC(=CN1)C1=CC=CC=C1